4-((2S,4S)-4-(cyclopropylmethoxy)-1-((5-methoxy-7-methyl-1H-indol-4-yl)methyl)piperidin-2-yl)benzoic acid C1(CC1)CO[C@@H]1C[C@H](N(CC1)CC1=C2C=CNC2=C(C=C1OC)C)C1=CC=C(C(=O)O)C=C1